(trans)-4-hydroxycyclohexanecarboxylate O[C@@H]1CC[C@H](CC1)C(=O)[O-]